Spiro[indole-3,4'-piperidin] N1CCC2(CC1)C=NC1=CC=CC=C12